FC(C(=O)O)F.O=CCCC(=O)N 4-oxobutanamide difluoroacetate